FC1(CCN(CC1)C1=CC=C(C=C1)C1=CC=C(C=C1)SC=1N=NNC1C(=O)O)F 4-((4'-(4,4-difluoropiperidin-1-yl)-[1,1'-biphenyl]-4-yl)thio)-1H-1,2,3-triazole-5-carboxylic acid